[1,2,3]Triazole-4-carbaldehyde N1N=NC(=C1)C=O